COC1=CC=C2C(C(=C(OC2=C1)C1=CC=CC=C1)C1=CC=CC=C1)=O 7-methoxy-2,3-diphenyl-4H-Chromen-4-one